((S)-oxetan-2-yl)methan O1[C@H](CC1)C